FC(OC1=C(C=C(C(=C1)N1CCC(CC1)N1CCN(CC1)C)C)NC1=NC=NC(=C1)NC1=CC(=NC=C1)C1=C(C=CC=C1)F)F N4-(2-(difluoromethoxy)-5-methyl-4-(4-(4-methylpiperazin-1-yl)piperidin-1-yl)phenyl)-N6-(2-(2-fluorophenyl)pyridin-4-yl)pyrimidine-4,6-diamine